C1=CC(=C(C=C1/C(=C(/C(=O)O)\O)/O)O)O Dihydroxycaffeic acid